C1(=C(C=CC=C1)\C=C/C1=NNC2=CC=C(C=C12)C(=O)N1C[C@H](CC1)N(C)C)C1=CC=CC=C1 (S,Z)-(3-(2-([1,1'-biphenyl]-2-yl)vinyl)-1H-indazol-5-yl)(3-(dimethylamino)pyrrolidin-1-yl)methanone